7-chloro-5-fluoro-3-(piperazin-1-yl)-1H-indazole ClC=1C=C(C=C2C(=NNC12)N1CCNCC1)F